2-oxa-4,7,8,10-tetraazadodecane-12-carboxylate COCNCCNNCNCCC(=O)[O-]